COC=1C=C(CNC(=O)C2=CC=3C(=NC(=CC3)C=3C=NNC3)N2)C=CC1 N-(3-methoxybenzyl)-6-(1H-pyrazol-4-yl)-1H-pyrrolo[2,3-b]pyridine-2-carboxamide